[4-(2-morpholin-2-yl-3H-imidazo[4,5-b]pyridin-7-yl)-1-piperidyl]methanone N1CC(OCC1)C1=NC=2C(=NC=CC2C2CCN(CC2)C=O)N1